methyl-1H-pyrazole-3-carboxamide CN1N=C(C=C1)C(=O)N